5-((6-methylpyridin-3-yl)oxy)-4-(benzoylamino)thiophene-2-carboxylic acid CC1=CC=C(C=N1)OC1=C(C=C(S1)C(=O)O)NC(C1=CC=CC=C1)=O